C(CCC)[C@@H]1N([C@H](C2=CC=C(C=C2C1)OC)C12CC(C1)(C2)NC(C2=CC=NC=C2)=O)C(C#C[Si](C)(C)C)=O N-(3-((1S,3S)-3-butyl-6-methoxy-2-(3-(trimethylsilyl)propioloyl)-1,2,3,4-tetrahydroisoquinolin-1-yl)bicyclo[1.1.1]pentan-1-yl)isonicotinamide